rac-(4bR,5R,6R,7S,7aR)-7a-(4-bromophenyl)-5-((dimethylamino)methyl)-6-(hydroxymethyl)-4-methoxy-7-phenyl-5,6,7,7a-tetrahydro-4bH-cyclopenta[4,5]furo[2,3-c]pyridin-4b-ol BrC1=CC=C(C=C1)[C@]12[C@](C3=C(C=NC=C3OC)O1)([C@H]([C@@H]([C@H]2C2=CC=CC=C2)CO)CN(C)C)O |r|